(3-(2-chloro-5-((1R,3R)-2,2-dichloro-3-(3,4,5-trichlorophenyl)cyclopropane-1-carboxamido)-3-methylbenzamido)-2,4-difluorophenyl)carbamic acid tert-butyl ester C(C)(C)(C)OC(NC1=C(C(=C(C=C1)F)NC(C1=C(C(=CC(=C1)NC(=O)[C@@H]1C([C@H]1C1=CC(=C(C(=C1)Cl)Cl)Cl)(Cl)Cl)C)Cl)=O)F)=O